methyl 2-[3-[8-(tert-butoxycarbonylamino)octoxy]isoxazol-5-yl]-3-methyl-butanoate C(C)(C)(C)OC(=O)NCCCCCCCCOC1=NOC(=C1)C(C(=O)OC)C(C)C